C(C)(C)(C)P(Cl)C(C)(C)C di-tert-butyl(chloro)-phosphine